1-[2-chloro-4-(4-methylpiperazin-1-yl)phenyl]-3-[(oxan-2-yl)oxy]propan-2-one ClC1=C(C=CC(=C1)N1CCN(CC1)C)CC(COC1OCCCC1)=O